3-[4-(1,3-benzothiazol-2-yloxy)-3-ethoxyphenyl]-1-phenylpropan-1-one S1C(=NC2=C1C=CC=C2)OC2=C(C=C(C=C2)CCC(=O)C2=CC=CC=C2)OCC